FC(C1=NN=C(O1)C1=CC(=C(CN(C(=S)N2CC3(CN(C3)C(=O)OC(C)(C)C)C2)C2=CC=C(C=C2)F)C=C1)F)F tert-butyl 6-((4-(5-(difluoromethyl)-1,3,4-oxadiazol-2-yl)-2-fluorobenzyl) (4-fluorophenyl) thiocarbamoyl)-2,6-diazaspiro[3.3]heptane-2-carboxylate